2,3,4,6-tetrakis(3-phenyl-9H-carbazol-9-yl)-5-(pyridin-4-yl)benzonitrile C1(=CC=CC=C1)C=1C=CC=2N(C3=CC=CC=C3C2C1)C1=C(C#N)C(=C(C(=C1N1C2=CC=CC=C2C=2C=C(C=CC12)C1=CC=CC=C1)N1C2=CC=CC=C2C=2C=C(C=CC12)C1=CC=CC=C1)C1=CC=NC=C1)N1C2=CC=CC=C2C=2C=C(C=CC12)C1=CC=CC=C1